N-[4-(2-cyanopropan-2-yl)phenyl]-2-methyl-5-oxo-6-[2-(2,2,2-trifluoroethoxy)phenyl]-2,5-dihydropyridazine-4-carboxamide C(#N)C(C)(C)C1=CC=C(C=C1)NC(=O)C1=CN(N=C(C1=O)C1=C(C=CC=C1)OCC(F)(F)F)C